4,4'-bis[4-(4-amino-α,α-dimethylbenzyl)phenoxy]benzophenone NC1=CC=C(C(C)(C)C2=CC=C(OC3=CC=C(C(=O)C4=CC=C(C=C4)OC4=CC=C(C=C4)C(C4=CC=C(C=C4)N)(C)C)C=C3)C=C2)C=C1